BrC=1C=C(C=CC1)C1(COC1)CC(=O)O [3-(3-bromo-phenyl)oxetan-3-yl]acetic acid